α-naphthyl-amine hydrochloride Cl.C1(=CC=CC2=CC=CC=C12)N